2-[4-[[tert-butyl(dimethyl)silyl]oxymethyl]phenyl]acetic acid [Si](C)(C)(C(C)(C)C)OCC1=CC=C(C=C1)CC(=O)O